BrC1=C(C=C(C=C1)[N+](=O)[O-])C(F)(F)F 1-bromo-4-nitro-2-(trifluoromethyl)benzene